COCCOCCOCCOCC(=C)C1=CC(=CC=C1)C(COCCOCCOCCOC)=C 1,3-bis(2,5,8,11-tetraoxatetradec-13-en-13-yl)benzene